tert-butyl (1R,3S,5S)-3-[methyl ([6-[4-(1-methyl-1,2,3-triazol-4-yl)-1H-indazol-7-yl]pyridazin-3-yl])amino]-8-azabicyclo[3.2.1]octane-8-carboxylate CN(C1C[C@H]2CC[C@@H](C1)N2C(=O)OC(C)(C)C)C=2N=NC(=CC2)C=2C=CC(=C1C=NNC21)C=2N=NN(C2)C